methyl (2S)-3-[2-(benzyloxy)-3-(4,4,5,5-tetramethyl-1,3,2-dioxaborolan-2-yl)-5-(trifluoromethyl)phenyl]-2-[(tert-butoxycarbonyl)amino]propanoate C(C1=CC=CC=C1)OC1=C(C=C(C=C1B1OC(C(O1)(C)C)(C)C)C(F)(F)F)C[C@@H](C(=O)OC)NC(=O)OC(C)(C)C